4,4'-bis(diphenylphosphinylmethyl)-1,1'-biphenyl C1(=CC=CC=C1)P(=O)(C1=CC=CC=C1)CC1=CC=C(C=C1)C1=CC=C(C=C1)CP(=O)(C1=CC=CC=C1)C1=CC=CC=C1